COC1=CC=C(C=C1)C=1C=CC=2C(C(C3=CC=C(C=C3C2C1)C1=CC=C(C=C1)OC)=O)=O 3,6-bis(4-methoxyphenyl)phenanthrene-9,10-dione